C(C)(C)(C)N1N=CC(=C1)C(=O)NCC1=C(C=C(C=C1)B1OC(C(O1)(C)C)(C)C)C 1-(tert-butyl)-N-(2-methyl-4-(4,4,5,5-tetramethyl-1,3,2-dioxaborolan-2-yl)benzyl)-1H-pyrazole-4-carboxamide